5-methoxy-2-(trifluoromethyl)pyrimidine COC=1C=NC(=NC1)C(F)(F)F